C(=O)C1=CC=C(C=N1)C1=CC=C(C=C1)N(C(C)=O)C1CCC(CC1)NC1=NC2=CC=CC=C2C=N1 N-(4-(6-Formylpyridin-3-yl)phenyl)-N-((1r,4r)-4-(quinazolin-2-ylamino)cyclohexyl)acetamide